tert-butyl (6-chloro-3-isopropylimidazo[1,2-b]pyridazin-8-yl)(4-fluoro-2-(trifluoromethyl)benzyl)carbamate ClC=1C=C(C=2N(N1)C(=CN2)C(C)C)N(C(OC(C)(C)C)=O)CC2=C(C=C(C=C2)F)C(F)(F)F